C(C)(C)N1CCN(CC1)CC1=CC=C(CNC2=C3C(N(C(=NC3=CC=C2)C)C2C(NC(CC2)=O)=O)=O)C=C1 3-(5-((4-((4-isopropylpiperazin-1-yl)methyl)benzyl)amino)-2-methyl-4-oxoquinazolin-3(4H)-yl)piperidine-2,6-dione